C(CCCCCCCCCCC)C1(C2=CC(=CC=C2C=2C=CC(=CC12)C=O)C=O)CCCCCCCCCCCC 9,9-didodecyl-9H-fluorene-2,7-dicarboxaldehyde